1-(6,7-dihydro-5H-benzo[6,7]cyclohepta[1,2-c]pyridazin-3-yl)-N3-(3-fluoro-4-(4-(5-cyclohexyloctahydropyrrolo[3,4-c]pyrrolyl)piperidin-1-yl)phenyl)-1H-1,2,4-triazole-3,5-diamine N1=NC(=CC2=C1C1=C(CCC2)C=CC=C1)N1N=C(N=C1N)NC1=CC(=C(C=C1)N1CCC(CC1)C1NCC2C1CN(C2)C2CCCCC2)F